CN1C(N(CC=2C1=NC(=NC2)NC2=CC=C(C=C2)N2CCN(CC2)C)C2C(CN(CC2)C(C=C)=O)C2=CC=CC=C2)=O 1-methyl-7-[4-(4-methylpiperazin-1-yl)anilino]-3-(3-phenyl-1-prop-2-enoyl-4-piperidyl)-4H-pyrimido[4,5-d]pyrimidin-2-one